COC1CN(C1)CC(=O)NC=1C=C(C(=NC1)C)NC(=O)C=1C=NN2C1SC(=C2)C=2C(=NC=CC2)OCC N-(5-(2-(3-methoxyazetidin-1-yl)acetamido)-2-methylpyridin-3-yl)-2-(2-ethoxypyridin-3-yl)pyrazolo[5,1-b]thiazole-7-carboxamide